COC1=C(C=C2C(N(C=NC2=C1)[C@H]1CCOC[C@@H]1O)=O)CC=1C=NC(=CC1)C=1C=NN(C1)C 1,5-anhydro-2,3-dideoxy-3-(7-methoxy-6-((6-(1-methyl-1H-pyrazol-4-yl)pyridin-3-yl)methyl)-4-oxoquinazolin-3(4H)-yl)-L-threo-pentitol